FC(C=1C=CC(=NC1)OC[C@H](C)NC1=NC(=NC(=C1Cl)C(F)F)C)(F)F (S)-N-(1-((5-trifluoromethylpyridin-2-yl)oxy)propan-2-yl)-5-chloro-2-methyl-6-difluoromethylpyrimidin-4-amine